Cl.FC1=CC=2N(C=C1NC(=O)N1CCC=3C1=NC(=CC3N3C[C@@H](NCC3)C)C(F)(F)F)C=C(N2)C (S)-N-(7-fluoro-2-methylimidazo[1,2-a]pyridin-6-yl)-4-(3-methylpiperazin-1-yl)-6-(trifluoromethyl)-2,3-dihydro-1H-pyrrolo[2,3-b]pyridine-1-carboxamide hydrochloride